(R)-1-(5-(5,5-dimethyl-1,3,2-dioxaborinan-2-yl)-1H-indazol-1-yl)propan-2-ol CC1(COB(OC1)C=1C=C2C=NN(C2=CC1)C[C@@H](C)O)C